2,3-dibromopropyl methacrylate C(C(=C)C)(=O)OCC(CBr)Br